OC(CN(CCN(CCN(CC(C)O)CC(C)O)CC(C)O)CC(C)O)C N,N,N',N'',N''-Pentakis(2-hydroxypropyl)diethylentriamin